NC[C@H]1C(N[C@H](C(NCCN([C@H](C(N([C@H](C(N[C@H](C(N1)=O)C1CCCCC1)=O)CC(C)C)C)=O)CCCC)CC(C)(C)C)=O)[C@H](C)O)=O (3S,6S,9S,12S,15S)-6-(aminomethyl)-15-butyl-9-cyclohexyl-3-((S)-1-hydroxyethyl)-12-isobutyl-13-methyl-16-neopentyl-1,4,7,10,13,16-hexaazacyclooctadecane-2,5,8,11,14-pentaone